O=C1N(C(C2=CC=CC=C12)=O)CC(C(=O)NC1=CC=2C(=CN=CC2)S1)C1=CC=C(C=C1)CCCCO 3-(1,3-Dioxoisoindolin-2-yl)-2-(4-(4-hydroxybutyl)phenyl)-N-(thieno[2,3-c]pyridin-2-yl)propanamide